1-(4-(4-amino-7-cyclopropyl-7H-pyrrolo[2,3-d]pyrimidin-5-yl)-2-fluorophenyl)-3-(3-(tert-butyl)isothiazol-5-yl)urea NC=1C2=C(N=CN1)N(C=C2C2=CC(=C(C=C2)NC(=O)NC2=CC(=NS2)C(C)(C)C)F)C2CC2